N1C(=NC2=C1C=CC=C2)CCNC(=O)C2(CC1=CC=CC=C1C2)CC(=O)O 2-[2-[2-(1H-benzoimidazol-2-yl)ethylcarbamoyl]indan-2-yl]acetic acid